5-ethyl-3-(trifluoromethyl)-5a,6,8,9-tetrahydropyrido[3',2':4,5]imidazo[1,2-a]pyrazin C(C)N1C2=C(N3C1CNCC3)N=CC(=C2)C(F)(F)F